8-((4-(4-isopropylphenyl)pyridin-2-yl)methyl)-8-azaspiro[4.5]decane C(C)(C)C1=CC=C(C=C1)C1=CC(=NC=C1)CN1CCC2(CCCC2)CC1